methyloctahydro-6H-pyrrolo[2,3-c]pyridin CN1CCC2C1CNCC2